tert-butyl ((S)-1-(((S)-3-(4-fluorophenyl)-1-((naphthalen-1-ylmethyl)amino)-1-oxopropan-2-yl)amino)-3-methoxy-1-oxopropan-2-yl)carbamate FC1=CC=C(C=C1)C[C@@H](C(=O)NCC1=CC=CC2=CC=CC=C12)NC([C@H](COC)NC(OC(C)(C)C)=O)=O